methyl(1-(4-(5-(trifluoromethyl)-1,2,4-oxadiazol-3-yl)phenyl)ethyl)phosphinic chloride CP(=O)(C(C)C1=CC=C(C=C1)C1=NOC(=N1)C(F)(F)F)Cl